(S)-5-(4-(3-aminoprop-1-yn-1-yl)phenyl)-N-(3-(2-(4-(4-chlorophenyl)-2,3,9-trimethyl-6H-thieno[3,2-f][1,2,4]triazolo[4,3-a][1,4]diazepin-6-yl)acetamido)propyl)furan-2-carboxamide NCC#CC1=CC=C(C=C1)C1=CC=C(O1)C(=O)NCCCNC(C[C@H]1C=2N(C3=C(C(=N1)C1=CC=C(C=C1)Cl)C(=C(S3)C)C)C(=NN2)C)=O